(1R,2S,5S)-N-{(1S)-1-cyano-2-[(3S)-2-oxopyrrolidin-3-yl]ethyl}-3-[(2S)-3,3-dimethyl-2-(2,2,2-trifluoroacetylamino)butyryl]-6,6-dimethyl-3-azabicyclo[3.1.0]hexane-2-carboxamide C(#N)[C@H](C[C@H]1C(NCC1)=O)NC(=O)[C@@H]1[C@H]2C([C@H]2CN1C([C@H](C(C)(C)C)NC(C(F)(F)F)=O)=O)(C)C